adenosyldiphosphate-ribose O=C[C@H](O)[C@H](O)[C@H](O)CO.[C@@H]1([C@H](O)[C@H](O)[C@@H](COP(O)(=O)OP(=O)(O)O)O1)N1C=NC=2C(N)=NC=NC12